CN(C)C[Si](OCC)(OCC)OCC N,N-dimethylaminomethyltriethoxysilane